NC(C)(C1CCCC1)C1=NN(C2=CN=C(C=C21)NC2=CC=C1C(=N2)CC(OC1=O)(C)C)C 2-((3-(1-amino-1-cyclopentylethyl)-1-methyl-1H-pyrazolo[3,4-c]pyridin-5-yl)amino)-7,7-dimethyl-7,8-dihydro-5H-pyrano[4,3-b]pyridin-5-one